CC=1C(C(CCC1)(C)C)C(\C=C\C)=O (E)-1-(2,6,6-trimethyl-1-cyclohex-2-enyl)but-2-en-1-one